C(#N)C=1SC=CC1NC(COC=1C=CC=C2C(=NN(C12)C)C1C(NC(CC1)=O)=O)=O N-(2-Cyanothiophen-3-yl)-2-((3-(2,6-dioxopiperidin-3-yl)-1-methyl-1H-indazol-7-yl)oxy)acetamide